O[C@H]1[C@H](OC[C@@H]([C@H]1O)OC1=NC(=CC=C1)C(F)(F)F)COC1=CC=C(C=C1)C1=CC=C(N=N1)C(=O)N 6-(4-(((2R,3R,4S,5S)-3,4-dihydroxy-5-((6-(trifluoromethyl)pyridin-2-yl)oxy)tetrahydro-2H-pyran-2-yl)methoxy)phenyl)pyridazine-3-carboxamide